CN1C(N2N(C=C1N1CCCCC1)C(=CC(=C2)C)C(C)NC2=C(C(=O)O)C=CC=C2)=O 2-((1-(2,8-Dimethyl-1-oxo-3-(piperidin-1-yl)-1,2-dihydropyridazino[1,2-a][1,2,4]triazin-6-yl)ethyl)amino)benzoic acid